[C+4].C(=O)([O-])C(O)C(O)C(=O)[O-].C(=O)([O-])C(O)C(O)C(=O)[O-] tartrate carbon